CC([C@@H](C(=O)N1[C@@H](C[C@H](C1)O)C(=O)NC)N1N=NC(=C1)COC1=CC=C(C=C1)C)(C)C (2S,4r)-1-[(2S)-3,3-dimethyl-2-[4-[(4-methylphenoxy)methyl]triazol-1-yl]butyryl]-4-hydroxy-N-methyl-pyrrolidine-2-carboxamide